(S)-ethyl 4-(2-((4-(3-((2-(1-hydroxyethyl)-1H-imidazol-1-yl)methyl)isoxazol-5-yl)phenyl)ethynyl)-7-azaspiro[3.5]nonan-7-yl)butanoate O[C@@H](C)C=1N(C=CN1)CC1=NOC(=C1)C1=CC=C(C=C1)C#CC1CC2(C1)CCN(CC2)CCCC(=O)OCC